1-{2-[3-(4-acetyl-piperazin-1-yl)-phenylamino]-5-fluoro-pyrimidin-4-yl}-1H-indole-3-carboxylic acid amide C(C)(=O)N1CCN(CC1)C=1C=C(C=CC1)NC1=NC=C(C(=N1)N1C=C(C2=CC=CC=C12)C(=O)N)F